5-(4-methylpiperazin-1-yl)-2H-pyrazolo[3,4-b]pyridin CN1CCN(CC1)C1=CC=2C(N=C1)=NNC2